6-[[4-[[(1S)-2-hydroxy-1-phenyl-ethyl]amino]-5-(5-isopropyl-1,3,4-oxadiazol-2-yl)pyrimidin-2-yl]amino]-1,1-dioxo-3,4-dihydro-2H-thiochromen-4-ol OC[C@H](C1=CC=CC=C1)NC1=NC(=NC=C1C=1OC(=NN1)C(C)C)NC=1C=C2C(CCS(C2=CC1)(=O)=O)O